N-(4-Bromo-2-fluorophenyl)-4-[(S)-ethyl(methyl)phosphoryl]pyridin-3-amine BrC1=CC(=C(C=C1)NC=1C=NC=CC1[P@](=O)(C)CC)F